NC=1C=C(C=CC1C)N1C(C=CC2=CN=C3C(=C12)C=C(C=C3)C3=CC=C(C=C3)NS(=O)(=O)CCCC)=O N-(4-(1-(3-Amino-4-methylphenyl)-2-oxo-1,2-dihydrobenzo[h][1,6]naphthyridin-9-yl)phenyl)butane-1-sulfonamide